N,N'-bis(2-pyridinylmethyl)-N'-[(5,6,7,8-tetrahydro-8-quinolinyl)methyl]-1,4-benzenedimethanamine N1=C(C=CC=C1)CNCC1=CC=C(C=C1)CN(CC1CCCC=2C=CC=NC12)CC1=NC=CC=C1